racemic-((2s,3r)-2-(difluoromethyl)piperidin-3-yl)carbamic acid tert-butyl ester C(C)(C)(C)OC(N[C@H]1[C@H](NCCC1)C(F)F)=O |r|